Cyclopropyl-(5-fluoro-3-iodo-1H-indol-2-yl)methanone C1(CC1)C(=O)C=1NC2=CC=C(C=C2C1I)F